COC=1C=C(C=CC1N1CCN(CC1)C)NC1=NC=CC(=C1)OC1=C(N=C(S1)C)C1=CC=CC=C1 N-(3-methoxy-4-(4-methylpiperazin-1-yl)phenyl)-4-((2-methyl-4-phenylthiazol-5-yl)oxy)pyridine-2-Amine